CN1C(C2=C(C(=C1)C=1C=C(C=CC1OC1=CC(=CC=C1)OCCOC1CCNCC1)NS(=O)(=O)CC)C=CN2)=O N-[3-(6-methyl-7-oxo-1H-pyrrolo[2,3-c]pyridin-4-yl)-4-[3-[2-(4-piperidyloxy)ethoxy]phenoxy]phenyl]ethanesulfonamide